C(CCC\C=C/C\C=C/C\C=C/C\C=C/CCCCC)(=O)OCCCCCCC(OC(NCCOCCN(C)C)=O)CCCCCCOC(CCC\C=C/C\C=C/C\C=C/C\C=C/CCCCC)=O 11-(6-{[(5Z,8Z,11Z,14Z)-1-oxoicosa-5,8,11,14-tetraenyl] oxy} hexyl)-2-methyl-9-oxo-2,8-diaza-5,10-dioxaheptadecan-17-yl (5Z,8Z,11Z,14Z)-icosa-5,8,11,14-tetraenoate